C1(=CC=CC=C1)C1CNCC12CCCC2 4-phenyl-2-azaspiro[4.4]nonane